COC1=C(C=CC(=C1)OC)CN(C1=NC(=CC(=C1[N+](=O)[O-])N)C)CC1=C(C=C(C=C1)OC)OC N2,N2-bis[(2,4-dimethoxyphenyl)methyl]-6-methyl-3-nitro-pyridine-2,4-diamine